NCCCCCCNS(=O)(=O)C1=CC=CC2=C(C=CC=C12)Cl N-(6-aminohexyl)-5-chloronaphthalin-1-sulfonamid